cyanomethylimidazole methanesulphonate CS(=O)(=O)O.C(#N)CC=1NC=CN1